N-(4-(difluoromethyl)cyclohexyl)-2-(1-methyl-1H-imidazol-5-yl)pyrimidine-4-carboxamide FC(C1CCC(CC1)NC(=O)C1=NC(=NC=C1)C1=CN=CN1C)F